1-(isoxazole-5-carbonyl)piperidin O1N=CC=C1C(=O)N1CCCCC1